C(C)(C)(C)[Si](C)(C)Cl Tertiary butyl-dimethylsilyl chloride